N1N=NC2=C1C=CC(=C2)C(=O)NC2C1CN(C(C2)C1)C(=O)OC(C)(C)C tert-butyl 5-(1H-benzo[d][1,2,3]triazole-5-carboxamido)-2-azabicyclo[2.2.1]heptane-2-carboxylate